4-((8R,9aS)-8-amino-1-oxo-5-phenethylhexahydro-1H-pyrrolo[1,2-a][1,4]diazepin-2(3H)-yl)-5-oxo-5-((4-(trifluoromethyl)benzyl)amino)pentanoic acid N[C@@H]1C[C@@H]2N(C(CCN(C2=O)C(CCC(=O)O)C(NCC2=CC=C(C=C2)C(F)(F)F)=O)CCC2=CC=CC=C2)C1